FC(C(=O)O)(F)F.C(C)(C)(C)C=1C=C(C=CC1)C1CC(C1)NC 3-(3-(tert-butyl)phenyl)-N-methylcyclobutan-1-amine, trifluoroacetate salt